C1(=CC=CC=2CCCCC12)S 5,6,7,8-tetrahydronaphthalene-1-thiol